C1(CCCCC1)[C@@H](C(=O)NC=1C=CC2=C(C=C(O2)CN2C(NC(C2)C)=O)C1)NC(=O)C1=CC=NN1C N-((1S)-1-cyclohexyl-2-((2-((4-methyl-2-oxoimidazolidin-1-yl)methyl)benzofuran-5-yl)amino)-2-oxoethyl)-1-methyl-1H-pyrazole-5-carboxamide